N-(2,4-dichloro-6-(hydroxy-methyl)benzyl)-8-hydroxy-5,6,7,8-tetrahydro-quinoline-5-carboxamide ClC1=C(CNC(=O)C2C=3C=CC=NC3C(CC2)O)C(=CC(=C1)Cl)CO